N-(1-(4-fluorobenzyl)-6-(7-hydroxy-1-methyl-1H-pyrrolo[2,3-c]pyridin-3-yl)-1H-indazol-4-yl)ethanesulfonamide FC1=CC=C(CN2N=CC3=C(C=C(C=C23)C2=CN(C3=C(N=CC=C32)O)C)NS(=O)(=O)CC)C=C1